1,1,2,2,3,3,4,4-Octafluorobutane-1-sulphonic acid FC(C(C(C(F)F)(F)F)(F)F)(S(=O)(=O)O)F